FC1=CC=C(C=C1)N1N=NC(=C1COC1=NC=2CCN(CC2C=C1)C(=O)[C@H]1COCC1)C 2-{[1-(4-fluorophenyl)-4-methyl-1H-1,2,3-triazol-5-yl]methoxy}-6-[(3R)-oxolane-3-carbonyl]-5,6,7,8-tetrahydro-1,6-naphthyridine